2-{4-[7-(aminocarbonyl)-5-fluoro-2H-indazol-2-yl]phenyl}pyrrolidinium trifluoroacetate FC(C(=O)[O-])(F)F.NC(=O)C1=CC(=CC2=CN(N=C12)C1=CC=C(C=C1)C1[NH2+]CCC1)F